bis(cyclohexylhydroxyphenyl)(hydroxyphenyl)methane tert-butyl-4-[7-({7-cyano-2-methylimidazo[1,2-a]pyridin-6-yl}carbamoyl)-2-methylindazol-4-yl]piperazine-1-carboxylate C(C)(C)(C)OC(=O)N1CCN(CC1)C=1C2=CN(N=C2C(=CC1)C(NC=1C(=CC=2N(C1)C=C(N2)C)C#N)=O)C.C2(CCCCC2)C=2C(=C(C=CC2)C(C2=C(C=CC=C2)O)C2=C(C(=CC=C2)C2CCCCC2)O)O